N4-[1-[1-(difluoromethyl)pyrazol-3-yl]cyclobutyl]-6-(1-methylindol-6-yl)-1,3,5-triazine-2,4-diamine FC(N1N=C(C=C1)C1(CCC1)NC1=NC(=NC(=N1)C1=CC=C2C=CN(C2=C1)C)N)F